FC=1C=C(C=C(C1CN)OC)C1=C(C(=CC=C1)C1=C(C(=CC=C1)C1=CC=C(C=C1)CN)C)C (3-fluoro-5-methoxy-2',2''-dimethyl-[1,1':3',1'':3'',1'''-quaterphenyl]-4,4'''-diyl)dimethanamine